adipyl-carnitine C(CCCCC(=O)O)(=O)C(O)(C[N+](C)(C)C)CC([O-])=O